3-(2-oxo-2,3-dihydro-1H-benzo[d]imidazol-5-yl)isoxazol O=C1NC2=C(N1)C=CC(=C2)C2=NOC=C2